Tert-butyl (3S)-3-[(1-methyl-1H-pyrazol-4-yl)amino]piperidine-1-carboxylate CN1N=CC(=C1)N[C@@H]1CN(CCC1)C(=O)OC(C)(C)C